3-(5-(((R)-3-(4-amino-3-(4-phenoxyphenyl)-1H-pyrazolo[3,4-d]pyrimidin-1-yl)piperidine-1-yl)methyl)-4-fluoro-1-oxoisoindolin-2-yl)piperidine-2,6-dione NC1=C2C(=NC=N1)N(N=C2C2=CC=C(C=C2)OC2=CC=CC=C2)[C@H]2CN(CCC2)CC=2C(=C1CN(C(C1=CC2)=O)C2C(NC(CC2)=O)=O)F